CC(CCOC=CCCCCCCCCC)CCCC(C)C 1-((3,7-dimethyloctyl)oxy)undec-1-ene